2,6-diiodo-3,4-dimethoxypyridine IC1=NC(=CC(=C1OC)OC)I